(S)-(4-(2-(3,10-dimethyl-2,3,4,4a,5,6-hexahydro-1H-pyrazino[1,2-a]quinolin-8-yl)-5H-pyrrolo[2,3-b]pyrazin-7-yl)-2-methylphenyl)(2-oxa-6-azaspiro[3.3]heptan-6-yl)methanone CN1C[C@H]2N(C3=C(C=C(C=C3CC2)C=2N=C3C(=NC2)NC=C3C3=CC(=C(C=C3)C(=O)N3CC2(COC2)C3)C)C)CC1